C(CCCCCCC\C=C\CCCCCCCC)OC(CCCCCCCCCCCCC)=O tetradecanoic acid trans-oleyl ester